FC1=C(C(=CC(=C1)[N+](=O)[O-])F)CC(=O)O 2-(2,6-difluoro-4-nitro-phenyl)acetic acid